OC1=C(C=C)C(=CC(=C1)O)O 2,4,6-trihydroxystyrene